O=O dioxaethylene